N-(4-chlorophenyl)-2-{[1,3-dimethyl-7-(4-methylpiperazin-1-yl)-2,4-dioxo-1,2,3,4-tetrahydropyrido[2,3-d]pyrimidin-5-yl]amino}acetamide ClC1=CC=C(C=C1)NC(CNC1=CC(=NC=2N(C(N(C(C21)=O)C)=O)C)N2CCN(CC2)C)=O